[Si](C1=CC=CC=C1)(C1=CC=CC=C1)(C(C)(C)C)OCCC(=O)Cl 3-((tert-butyldiphenylsilyl)-oxy)propionyl chloride